(4aS,9bS)-7-(trifluoromethyl)-1,2,3,4,4a,9b-hexahydrobenzofuro[3,2-b]pyridine-2,2-d2 FC(C1=CC2=C(C=C1)[C@@H]1NC(CC[C@@H]1O2)([2H])[2H])(F)F